N-methyl-2,4,6-trinitroaniline-13C CN[13C]1=C(C=C(C=C1[N+](=O)[O-])[N+](=O)[O-])[N+](=O)[O-]